3-methyl-5-(N-(4-(4-(tert-butoxycarbonyl)piperazin-1-yl)benzyl)-N-phenethylsulfamoyl)benzofuran-2-carboxylic acid ethyl ester C(C)OC(=O)C=1OC2=C(C1C)C=C(C=C2)S(N(CCC2=CC=CC=C2)CC2=CC=C(C=C2)N2CCN(CC2)C(=O)OC(C)(C)C)(=O)=O